NC=1C(=CC(=C(C#N)C1)Cl)N1[C@@H](CCCC1)CCCOCOCC[Si](C)(C)C (S)-5-amino-2-chloro-4-(2-(3-((2-(trimethylsilyl)ethoxy)methoxy)propyl)piperidin-1-yl)benzonitrile